OC[C@@H]1C[C@H](CCC1)COC1=CC=C(C=C1)[C@@H]1CC[C@H](CC1)OC=1N=NNC1C(=O)O 4-(((trans)-4-(4-(((trans)-3-(hydroxymethyl)cyclohexyl)methoxy)phenyl)cyclohexyl)oxy)-1H-1,2,3-triazole-5-carboxylic acid